N-(1-(4-((5-phenoxypyridin-2-yl)amino)pyrido[3,2-d]pyrimidin-6-yl)azetidin-3-yl)acrylamide O(C1=CC=CC=C1)C=1C=CC(=NC1)NC=1C2=C(N=CN1)C=CC(=N2)N2CC(C2)NC(C=C)=O